FC1(OC(OC1(C)F)=O)C 4,5-difluoro-4,5-dimethyl-1,3-dioxolane-2-one